FC=1C=C2C=CC=3N=C(SC3C2=CC1)NC(=O)[C@@H]1C[C@@H](CCC1)NC(OC(C)(C)C)=O Tert-butyl ((1R,3S)-3-((7-fluoronaphtho[2,1-d]thiazol-2-yl)carbamoyl)cyclohexyl)carbamate